[Cl-].C(C1=CC=CC=C1)OC(=O)NCC1(C2CC[NH2+]CC12)C1=NOC(=C1)C 7-((((benzyloxy)carbonyl)amino)methyl)-7-(5-methylisoxazol-3-yl)-3-azabicyclo[4.1.0]heptan-3-ium chloride